(R)-N-((S)-1-(4-cyanophenyl)ethyl)-2-((4-fluorobenzyl)oxy)-3-methylbutanamide C(#N)C1=CC=C(C=C1)[C@H](C)NC([C@@H](C(C)C)OCC1=CC=C(C=C1)F)=O